(1R,3S,5R)-2-(2-(4-amino-6,7-dimethoxy-9H-pyrimido[4,5-b]indol-9-yl)acetyl)-N-(6-bromopyridin-2-yl)-5-methyl-2-azabicyclo[3.1.0]hexane-3-carboxamide NC1=NC=NC=2N(C3=CC(=C(C=C3C21)OC)OC)CC(=O)N2[C@@H]1C[C@@]1(C[C@H]2C(=O)NC2=NC(=CC=C2)Br)C